ClCC=1OCC(N1)CC(C)C 2-(chloromethyl)-4-isobutyl-4,5-dihydrooxazole